NC1=CC=C(C=C1)C1=NC(=NC=C1C)NC1=CC(=CC=C1)S(=O)(=O)N1CCOCC1 4-(4-aminophenyl)-5-methyl-N-(3-(morpholinosulfonyl)phenyl)pyrimidine-2-amine